(cyanomethylene)azetidine C(#N)C=C1NCC1